C1(CC1)C=1N=NN(C1)[C@H](C(=O)N1[C@@H](C[C@H](C1)O)C(=O)NC(CC1=NC=CN=C1)C)C(C)(C)C (2S,4r)-1-[(2S)-2-(4-cyclopropyl-triazol-1-yl)-3,3-dimethyl-butyryl]-4-hydroxy-N-(1-methyl-2-pyrazin-2-yl-ethyl)pyrrolidine-2-carboxamide